benzyl (1-(3-(2-chlorophenyl)-1H-pyrazolo[3,4-b]pyrazin-6-yl)-4-methylpiperidin-4-yl)carbamate ClC1=C(C=CC=C1)C1=NNC2=NC(=CN=C21)N2CCC(CC2)(C)NC(OCC2=CC=CC=C2)=O